2-bromo-4-chloro-1-(2-methylprop-2-enoxy)benzene BrC1=C(C=CC(=C1)Cl)OCC(=C)C